5-methyl-1-[5-(trimethoxysilyl)pentyl]-1H-tetrazole CC1=NN=NN1CCCCC[Si](OC)(OC)OC